The molecule is a monocarboxylic acid anion resulting from the deprotonation of the carboxy group of (Z)-3-amino-2-methylacrylic acid. The major species at pH 7.3. It is a conjugate base of a (Z)-3-amino-2-methylacrylic acid. C/C(=C/N)/C(=O)[O-]